C(C)(=O)N[C@@H](C(=O)O)CC1=C(C=C(C=C1F)Br)F (R)-2-acetamido-3-(4-bromo-2,6-difluorophenyl)propanoic acid